sodium 2-oxo-2-(piperidin-1-yl)ethane-1-thiolate O=C(C[S-])N1CCCCC1.[Na+]